C(C1=CC=CC=C1)OC1=C(N2C(C3=CC(=CC=C13)OC1=CC=CC=C1)=NC(=N2)C)C(=O)NCC(=O)OCC ethyl (6-(benzyloxy)-2-methyl-9-phenoxy-[1,2,4]triazolo[5,1-a]isoquinoline-5-carbonyl)glycinate